FC1=CC=C(C=C1)C1=C(C=C2CNC(C2=C1)=O)OC1CN(C1)CC=1C=NN(C1)C 6-(4-fluorophenyl)-5-((1-((1-methyl-1H-pyrazol-4-yl)methyl)azetidin-3-yl)oxy)isoindolin-1-one